(S)-N-(3-cyano-4-fluorophenyl)-1-(5-(2-cyanopyridin-3-yl)-1H-pyrrole-2-carbonyl)pyrrolidine-3-carboxamide C(#N)C=1C=C(C=CC1F)NC(=O)[C@@H]1CN(CC1)C(=O)C=1NC(=CC1)C=1C(=NC=CC1)C#N